perfluoropinacol magnesium borate B([O-])([O-])[O-].[Mg+2].FC(C(O)(C(F)(F)F)C(C(F)(F)F)(C(F)(F)F)O)(F)F.B([O-])([O-])[O-].[Mg+2].[Mg+2]